2-(2'-acryloyl-4-((cyclohexylmethyl)(methyl)carbamoyl)-[1,1'-biphenyl]-3-yl)acetic acid C(C=C)(=O)C1=C(C=CC=C1)C1=CC(=C(C=C1)C(N(C)CC1CCCCC1)=O)CC(=O)O